6-bromo-3-[difluoro(isopropoxy)methyl]-[1,2,4]triazolo[4,3-a]pyridine BrC=1C=CC=2N(C1)C(=NN2)C(OC(C)C)(F)F